C(CCCCCCCCCCC)(=O)[O-].C(CCCCCCCCCCC)(=O)[O-].C(C1=CC=CC=C1)[Sn+2]CC1=CC=CC=C1 dibenzyl-tin dilaurate